FC=1C=C2C(=NN(C2=CC1F)C)C1=CC=C2C(=N1)C(N(C2=O)CC2=CC=C(C=C2)OC)C 2-(5,6-difluoro-1-methyl-indazol-3-yl)-6-[(4-methoxyphenyl)methyl]-7-methyl-7H-pyrrolo[3,4-b]pyridin-5-one